3bH,4H,6H,7H,8H,9H,9aH,9bH-10H,11H,11aH-cyclopenta[a]phenanthren-10-one C1=CC=C2C1CC(C1C3CCCCC3=CCC21)=O